N-(4-amino-2H-pyrazolo[4,3-c]pyridin-7-yl)-N'-[(3-methyl-2-pyridyl)methyl]-N'-(2-pyridylmethyl)oxamide NC1=NC=C(C=2C1=CNN2)NC(=O)C(=O)N(CC2=NC=CC=C2)CC2=NC=CC=C2C